[1-[(5R)-5-Oxido-4-(tetrahydropyran-4-ylamino)-6,7-dihydrothieno[3,2-d]pyrimidin-5-ium-2-yl]azetidin-3-yl]-cyclopentancarboxylat [O-][S@@+]1CCC=2N=C(N=C(C21)NC2CCOCC2)N2CC(C2)OC(=O)C2CCCC2